((S)-1-(2,8-dimethyl-4-(((R)-1-(3-nitro-5-(trifluoromethyl)phenyl)ethyl)amino)-7-oxo-7,8-dihydropyrido[2,3-d]pyrimidin-6-yl)pyrrolidin-3-yl)carbamate CC=1N=C(C2=C(N1)N(C(C(=C2)N2C[C@H](CC2)NC([O-])=O)=O)C)N[C@H](C)C2=CC(=CC(=C2)C(F)(F)F)[N+](=O)[O-]